2-(3-bromophenyl)-2-cyclobutylacetohydrazide BrC=1C=C(C=CC1)C(C(=O)NN)C1CCC1